N1(CCCC1)CC=1C=CC(=NC1)/C=C/C1=NN(C2=CC=CC=C12)C1OCCCC1 3-[(trans)-2-[5-(pyrrolidin-1-ylmethyl)-2-pyridyl]vinyl]-1-tetrahydropyran-2-ylindazole